N1=NNC2=NC(=CC=C21)C=2C=C(C(=O)NC1=CC=C(C=C1)COCC1CC1)C=CC2 3-(3H-[1,2,3]Triazolo[4,5-b]pyridin-5-yl)-N-(4-((cyclopropylmethoxy)methyl)-phenyl)benzamide